COC1=CC(=C2C=CC(=NC2=C1)C)C1(CC1)C=1C(=C(C(=O)N)C=C(C1)C(=O)C1N(CC1)C)C (1-(7-methoxy-2-methylquinolin-5-yl)cyclopropyl)-2-methyl-5-((1-methylazetidin-2-yl)methoyl)benzamide